C(CC)(=O)NC=1C=CC2=C(N=C(O2)C2=CC(=NC=C2)C(=O)O)C1 4-(5-Propionamidobenzo[d]oxazol-2-yl)picolinic acid